(±)-2-fluoro-4-(3-(2-((2R)-2-hydroxy-7-azabicyclo[2.2.1]heptan-7-yl)acetyl)-2,5-dimethyl-1H-pyrrol-1-yl)benzonitrile FC1=C(C#N)C=CC(=C1)N1C(=C(C=C1C)C(CN1C2[C@@H](CC1CC2)O)=O)C